N-(6-(6',7'-dihydrospiro[cyclopropane-1,5'-pyrrolo[2,1-c][1,2,4]triazol]-3'-yl)pyridin-2-yl)-2-methoxynicotinamide N=1N=C(N2C1CCC21CC1)C1=CC=CC(=N1)NC(C1=C(N=CC=C1)OC)=O